C1(CCC1)C1=CC(=C(C=C1)N1N=C2CCN(CC3C2=C1CCN3C(=O)OC(C)(C)C)C(=O)OCC3=CC=CC=C3)C 7-benzyl 5-(tert-butyl) 2-(4-cyclobutyl-2-methylphenyl)-3,4,5a,6,8,9-hexahydro-2H-1,2,5,7-tetraazabenzo[cd]azulene-5,7-dicarboxylate